2-methyl-9-oxo-2,8-diaza-5,10-dioxapentadec-15-yl 18-(dodecyloxy)-18-oxooctadecanoate C(CCCCCCCCCCC)OC(CCCCCCCCCCCCCCCCC(=O)OCCCCCOC(NCCOCCN(C)C)=O)=O